(4-chlorobenzyl)-N-methyl-2-naphthamide ClC1=CC=C(CC2=C(C=CC3=CC=CC=C23)C(=O)NC)C=C1